Azole-4-carboxylic acid N1C=CC(=C1)C(=O)O